[Na].[Na].C(N)(SCCCCSC(N)=S)=S 4-butylene bis-dithiocarbamate disodium